O1CCN(CC1)C=1C=CC(=NC1)NC1=NC(=NS1)C1=NC=CC=C1 N-(5-morpholino-pyridin-2-yl)-3-(pyridin-2-yl)-1,2,4-thiadiazol-5-amine